(E,Z)-3-(2,2-Dimethylbenzo[d][1,3]dioxol-5-yl)-N'-hydroxypropanimidamide CC1(OC2=C(O1)C=CC(=C2)CC/C(/N)=N\O)C